(R)-8-(4-(bis(4-fluorophenyl)methyl)-3-methylpiperazin-1-yl)-7-bromo-5-methyl-6-oxo-5,6-dihydro-1,5-naphthyridine-2-carbonitrile FC1=CC=C(C=C1)C(N1[C@@H](CN(CC1)C1=C(C(N(C=2C=CC(=NC12)C#N)C)=O)Br)C)C1=CC=C(C=C1)F